ethyl (3R)-3-(4-bromo-3-fluoro-phenyl)butanoate BrC1=C(C=C(C=C1)[C@@H](CC(=O)OCC)C)F